4-{4-[(3R)-3-Methylmorpholin-4-yl]-6-[4-((S)-S-methylsulfonimidoyl)tetrahydro-2H-pyran-4-yl]pyrimidin-2-yl}-1H-indole C[C@H]1N(CCOC1)C1=NC(=NC(=C1)C1(CCOCC1)[S@](=O)(=N)C)C1=C2C=CNC2=CC=C1